(S)-1-cyano-N-(2'-(5-methylisoxazol-4-yl)-[4,4'-bipyridin]-2-yl)pyrrolidine-3-carboxamide C(#N)N1C[C@H](CC1)C(=O)NC1=NC=CC(=C1)C1=CC(=NC=C1)C=1C=NOC1C